FC1(CN(C1)C1=CC=2C(=C3N(CCN=C3)C2N=C1)C)F 3-(3,3-difluoroazetidin-1-yl)-5-methyl-8,9-dihydropyrido[3',2':4,5]pyrrolo[1,2-a]pyrazin